FC1(CN(C1)C1=CC=2C(N=C1)=NN(C2)C=2C=C(C=CC2F)NC(=O)[C@@H]2[C@H](C2)F)F (1R,2S)-N-{3-[5-(3,3-difluoroazetidin-1-yl)-2H-pyrazolo[3,4-b]pyridin-2-yl]-4-fluorophenyl}-2-fluorocyclopropane-1-carboxamide